NCC=1C=NN(C1)C[C@](C(=O)NC=1C=NC(=C(C1)C(F)(F)F)C#N)(C)O (S)-3-(4-(Aminomethyl)-1H-pyrazol-1-yl)-N-(6-cyano-5-(trifluoromethyl)pyridin-3-yl)-2-hydroxy-2-methylpropanamide